N-Tris(hydroxymethyl)methylamino(2-hydroxypropane) OCC(NCC(C)O)(CO)CO